FC1=CC=C(C=C1)C1=CC(=NC(=C1)C1CCOCC1)N1CCNCC1 1-(4-(4-fluorophenyl)-6-(tetrahydro-2H-pyran-4-yl)pyridin-2-yl)piperazine